(R)-5-Fluoro-N-isopropyl-2-(2-methyl-3-(piperidine-4-carbonyl)-1H-pyrrolo[2,3-c]pyridin-1-yl)-N-(1,1,1-trifluoropropan-2-yl)-benzamide hydrochloride Cl.FC=1C=CC(=C(C(=O)N([C@@H](C(F)(F)F)C)C(C)C)C1)N1C(=C(C=2C1=CN=CC2)C(=O)C2CCNCC2)C